N-(5-fluoro-2-methoxybenzyl)-3-(1H-pyrazol-1-yl)-1-(tetrahydro-2H-pyrazol-2-yl)-1H-indazol-5-amine FC=1C=CC(=C(CNC=2C=C3C(=NN(C3=CC2)N2NCCC2)N2N=CC=C2)C1)OC